C1(=CC=CC=C1)N(C1=CC=C(C=C1)C1=CC=C(N(C=2C=C(C=CC2)C)C2=CC=CC=C2)C=C1)C=1C=C(C=CC1)C N,N'-diphenyl-N,N'-di(m-tolyl)benzidine